Cl.NC(C(=O)NC1=CC=CC=C1)C1CCC1 2-amino-2-cyclobutyl-N-phenylacetamide hydrochloride